[Cl-].C(CCCCCCCCCCC)N1C=[N+](C=C1)C 1-dodecyl-3-methylimidazolium chloride salt